5-(1-ethyl-1H-benzo[d][1,2,3]triazol-6-yl)-N-((1-(trifluoromethyl)cyclopropyl)methyl)-7H-pyrrolo[2,3-d]pyrimidin-2-amine C(C)N1N=NC2=C1C=C(C=C2)C2=CNC=1N=C(N=CC12)NCC1(CC1)C(F)(F)F